N-(3-Chloro-4-methylphenyl)-N1-(4-isopropylphenyl)-6-morpholin-4-yl-[1,3,5]triazine-2,4-diamine ClC=1C=C(C=CC1C)NC1N(C(=NC(=N1)N)N1CCOCC1)C1=CC=C(C=C1)C(C)C